5-(2-(2-(pyridin-3-ylmethoxy)pyridin-4-yl)-1H-pyrrolo[2,3-b]pyridin-4-yl)-1H-indazol-3-amine N1=CC(=CC=C1)COC1=NC=CC(=C1)C1=CC=2C(=NC=CC2C=2C=C3C(=NNC3=CC2)N)N1